C[Si](OC(C)CC)(C(C)CC)C Di(methyl)sec-butyl-(sec-butoxy)silane